NC=1C2=C(N=CN1)N(C=C2C=2C=C1CCN(C1=CC2)C(CC2=CC(=CC=C2)C(F)(F)F)=O)C 1-(5-(4-amino-7-methyl-7H-pyrrolo[2,3-d]pyrimidin-5-yl)indolin-1-yl)-2-(3-(trifluoromethyl)phenyl)ethanone